C(C)(=O)N[C@@H](C)C1=CC=C(C=C1)NC1=NC=NC2=CC(=C(C=C12)OCCCN1CCCC1)OC (S)-4-[4-(1-acetamido-ethyl)phenylamino]-7-methoxy-6-(3-(1-tetrahydropyrrolyl)propoxy)quinazoline